3-[2-(8-chloro-4-oxo-chromen-2-yl)-4,5-dimethoxy-phenoxy]cyclobutane-carboxylic acid ClC=1C=CC=C2C(C=C(OC12)C1=C(OC2CC(C2)C(=O)O)C=C(C(=C1)OC)OC)=O